C1(CC1)C1=C(C=NC(=C1)C(NC=1C(=C(C=CC1)C1=C(C(=CC=C1)NC(C1=NC=C(C(=C1)C1CC1)CN1CC(C1)(C)O)=O)C)C)=O)CN[C@H](CO)C(=O)OCC Ethyl ((4-cyclopropyl-6-((3'-(4-cyclopropyl-5-((3-hydroxy-3-methylazetidin-1-yl)methyl)picolinamido)-2,2'-dimethyl-[1,1'-biphenyl]-3-yl)carbamoyl)pyridin-3-yl)methyl)-D-serinate